C1(=CC=CC=C1)NC(CCC1OCCC1)=O N-phenyl-3-(tetrahydrofuran-2-yl)propionamide